(2S)-4-[2-(cyclopropoxy)ethyl-[4-(5,6,7,8-tetrahydro-1,8-naphthyridin-2-yl)butyl]amino]-2-(diisopropylcarbamoylamino)butanoic acid C1(CC1)OCCN(CC[C@@H](C(=O)O)NC(N(C(C)C)C(C)C)=O)CCCCC1=NC=2NCCCC2C=C1